2-fluoro-N-{1-(2-hydroxy-2-methylpropyl)-6-oxo-3-[2-(trifluoromethyl)phenyl]-1,6-dihydro-4-pyridazinyl}-5-(trifluoromethyl)benzamide FC1=C(C(=O)NC=2C(=NN(C(C2)=O)CC(C)(C)O)C2=C(C=CC=C2)C(F)(F)F)C=C(C=C1)C(F)(F)F